(2R)-4-(2-(2,6-dioxopiperidin-3-yl)-1,3-dioxoisoindolin-5-yl)-2-methylpiperazin O=C1NC(CCC1N1C(C2=CC=C(C=C2C1=O)N1C[C@H](NCC1)C)=O)=O